di-tert-butyl ((4S)-5-amino-2-fluoropentane-1,4-diyl)dicarbamate NC[C@H](CC(CNC(OC(C)(C)C)=O)F)NC(OC(C)(C)C)=O